C(C)(C)C1=NOC(=C1)C 3-isopropyl-5-methylisoxazole